Cl.Cl.N[C@H]1CCC[C@H](C(NC=2C=NN(C2C=2C=CN=C1C2)CCO)=O)C (9R,13S)-13-amino-3-(2-hydroxyethyl)-9-methyl-3,4,7,15-tetraazatricyclo[12.3.1.02,6]octadeca-1(18),2(6),4,14,16-pentaen-8-one, bishydrochloride